sodium 2-oxo-3-phenylbutyrate O=C(C(=O)[O-])C(C)C1=CC=CC=C1.[Na+]